ClC1=C(C(=CC=C1)C1CC1)COC1=CC2=C(C=C1)C1(CCNCC1)CO2 6-[(2-chloro-6-cyclopropylphenyl)methoxy]-2H-spiro[1-benzofuran-3,4'-piperidine]